C(C=C)(=O)OCCCl 2-chloroethyl acrylate